(4aS,8aR)-6-[6-[[2-oxo-4-(trifluoromethyl)-1-pyridyl]methyl]-2-azaspiro[3.3]heptane-2-carbonyl]-4,4a,5,7,8,8a-hexahydropyrido[4,3-b][1,4]oxazin-3-one O=C1N(C=CC(=C1)C(F)(F)F)CC1CC2(CN(C2)C(=O)N2C[C@H]3[C@H](OCC(N3)=O)CC2)C1